NC1=C2C(=NC=N1)N(N=C2C=2NC1=CC(=CC=C1C2Cl)C(=O)NCC2CCOCC2)C(C)(C)C 2-{4-Amino-1-tert-butyl-1H-pyrazolo[3,4-d]pyrimidin-3-yl}-3-chloro-N-(oxan-4-ylmethyl)-1H-indole-6-carboxamide